CC=1N=C(OC1C=O)C=1C=NN(C1)CC(F)(F)F (4-methyl-2-(1-(2,2,2-trifluoroethyl)-1H-pyrazol-4-yl)oxazol-5-yl)methanone